ClC=1C(=C(C(=O)N)C=C(C1)C1=CN(C=2N=C(N(C(C21)=O)C)C2=CC=CC=C2)CC(=O)NC2=CC(=NC=C2Cl)N2[C@H](COCC2)C)O (S)-3-chloro-5-(7-(2-((5-chloro-2-(3-methylmorpholino)pyridin-4-yl)amino)-2-oxoethyl)-3-methyl-4-oxo-2-phenyl-4,7-dihydro-3H-pyrrolo[2,3-d]pyrimidin-5-yl)-2-hydroxybenzamide